C(C)C=1C=C(C=2C3=C(C(NC13)=C=O)C=CC2)N2N=CC(=C2C(F)(F)F)C(=O)NC2=CC(=NC=C2)C(F)(F)F 1-(8-ethyl-2-carbonyl-1,2-Dihydrobenzo[cd]indol-6-yl)-5-(trifluoromethyl)-N-(2-(trifluoromethyl)pyridin-4-yl)-1H-pyrazole-4-Carboxamide